3,3,4,4,4-pentafluorobutyric acid FC(CC(=O)O)(C(F)(F)F)F